2,5-dihydroxylTerephthalic acid OC1=C(C(=O)O)C=C(C(=C1)C(=O)O)O